C(C)(C)(C)N(S(=O)(=O)NC=1C(=C(OC=2C=C3C(N(C=NC3=CC2)[C@H]2COC3(C2)CCNCC3)=O)C(=CC1)F)C#N)C (3R)-3-[6-[3-[[tert-butyl(methyl)sulfamoyl]amino]-2-cyano-6-fluoro-phenoxy]-4-oxo-quinazolin-3-yl]-1-oxa-8-azaspiro[4.5]decane